C(C)C=1N(N=C(C1)OC(C)C)C[C@H](C)O[Si](C)(C)C(C)(C)C ethyl-2-[(2S)-2-[tert-butyl(dimethyl)silyl]oxypropyl]-5-isopropoxy-pyrazole